4-((tert-butyldiphenylsilyl)oxy)-1-(4-(5-chloro-7-fluoro-6-(3-methoxynaphthalen-1-yl)benzo[c]Isothiazol-3-yl)piperazin-1-yl)-2-methylenebutan-1-one [Si](C1=CC=CC=C1)(C1=CC=CC=C1)(C(C)(C)C)OCCC(C(=O)N1CCN(CC1)C1=C2C(=NS1)C(=C(C(=C2)Cl)C2=CC(=CC1=CC=CC=C21)OC)F)=C